(S)-2-(4-fluoro-3-(trifluoromethyl)phenyl)-1-(4-((5R,7R)-7-hydroxy-5-methyl-6,7-dihydro-5H-cyclopenta[d]pyrimidin-4-yl)piperazin-1-yl)-3-(isopropylamino)propan-1-one FC1=C(C=C(C=C1)[C@H](C(=O)N1CCN(CC1)C=1C2=C(N=CN1)[C@@H](C[C@H]2C)O)CNC(C)C)C(F)(F)F